2-((benzyloxy)methyl)-5-chloro-4-(prop-1-en-2-yl)pyridazin-3(2H)-one C(C1=CC=CC=C1)OCN1N=CC(=C(C1=O)C(=C)C)Cl